(S)-3-(3-chloro-4-fluorophenyl)-1-(1-(6-chloro-4-oxo-3,4-dihydrophthalazin-1-yl)ethyl)-1-methylurea ClC=1C=C(C=CC1F)NC(N(C)[C@@H](C)C1=NNC(C2=CC(=CC=C12)Cl)=O)=O